C(#N)C=1C=NN2C1C(=CC(=C2)OCC(C)(C)O)C=2C=CC(=NC2)N2[C@@H]1CC3CC(C[C@@H]2C3)(C1)NC(C)=O N-((1R,3S,5s,7s)-2-(5-(3-cyano-6-(2-hydroxy-2-methylpropyloxy)pyrazolo[1,5-a]pyridin-4-yl)pyridin-2-yl)-2-azaadamantan-5-yl)acetamide